5-[4-[(pyridin-4-yl)carbonylamino]phenyl]-1H-naphtho[1,2-B][1,4]diazepine-2,4(3H,5h)-dione hydrochloride Cl.N1=CC=C(C=C1)C(=O)NC1=CC=C(C=C1)N1C2=C(NC(CC1=O)=O)C1=CC=CC=C1C=C2